(4R)-2-(hydroxymethyl)-4-methoxy-2-methylpyrrolidine-1-carboxylic acid tert-butyl ester C(C)(C)(C)OC(=O)N1C(C[C@H](C1)OC)(C)CO